N-(hydroxymethyl)-acrylamide OCNC(C=C)=O